ClC1=C(C(=O)NC=2C=C3C(=NNC3=CC2)C2=NN(C=C2)C(F)F)C=CC=C1C#N 2-Chloro-3-cyano-N-(3-(1-(difluoromethyl)-1H-pyrazol-3-yl)-1H-indazol-5-yl)benzamide